N1=NC=C(C=C1)N1N=CC(=N1)C(=O)O 2-(pyridazin-4-yl)-2H-1,2,3-triazole-4-carboxylic acid